1-[4-bromo-3-(tert-butylsulfamoyl)phenyl]-3-(2-pyridylmethyl)urea BrC1=C(C=C(C=C1)NC(=O)NCC1=NC=CC=C1)S(NC(C)(C)C)(=O)=O